Heptane-7-ol CCCCCCCO